CC1=C(C=2N(C=C1C1=C(C=3N=C(SC3N1)C1CCN(CC1)CC(CC)CC)C(C)C)N=CN2)C 5-(7,8-dimethyl-[1,2,4]triazolo[1,5-a]pyridin-6-yl)-2-(1-(2-ethylbutyl)piperidin-4-yl)-6-isopropyl-4H-pyrrolo[3,2-d]thiazole